8-(3-aminophenyl)-6-benzyl-2-((3-chloro-1-methyl-1H-pyrazol-4-yl)amino)pyrido[2,3-d]pyrimidin-7(8H)-one NC=1C=C(C=CC1)N1C(C(=CC2=C1N=C(N=C2)NC=2C(=NN(C2)C)Cl)CC2=CC=CC=C2)=O